ClC1=C(C=CC=C1)S(=O)(=N)\C=C\C1=NC=CC=C1Cl (E)-(2-chlorophenyl)(2-(3-chloropyridin-2-yl)vinyl)(imino)-lambda6-sulfanone